2-Amino-9-((2R,3R,5S)-3-hydroxy-5-(hydroxymethyl)tetrahydrofuran-2-yl)-7-(pyridin-3-ylmethyl)-7,9-dihydro-1H-purin-6,8-dion NC=1NC(C=2N(C(N(C2N1)[C@@H]1O[C@@H](C[C@H]1O)CO)=O)CC=1C=NC=CC1)=O